[bis(carboxymethyl)amino]hexanoic acid C(=O)(O)CN(CC(=O)O)C(C(=O)O)CCCC